N[C@H](CC(=O)O)C1=CC(=CC=C1)N1C(=CC2=CC=C(C=C12)OC(F)(F)F)C(N)=O (R)-3-amino-3-(3-(2-carbamoyl-6-(trifluoromethoxy)-1H-indol-1-yl)phenyl)propanoic acid